1-(4-Acetyloxy-1-(6-chloro-5-hydroxy-2-iodopyridin-3-yl)-3,3-dimethylbut-2-yl)-4-oxo-1,4-dihydropyridine-3-carboxylic acid ethyl ester C(C)OC(=O)C1=CN(C=CC1=O)C(CC=1C(=NC(=C(C1)O)Cl)I)C(COC(C)=O)(C)C